4-((S)-1-(((S)-tert-butylsulfinyl(methyl)amino)ethyl)thiazole-2-carbonyl)-6-fluoro-1H-indole-1-carboxylate C(C)(C)(C)[S@](=O)N(C)CCS1C(=NC=C1)C(=O)C1=C2C=CN(C2=CC(=C1)F)C(=O)[O-]